CC=1OC2=C(C1C(=O)NC1COCC1)C=C(C=C2)OCC2=C(N=CS2)C 2-methyl-5-((4-methylthiazol-5-yl)methoxy)-N-(tetrahydrofuran-3-yl)benzofuran-3-carboxamide